2-nitro-3-(4-(2,2,2-trifluoroethyl)piperazin-1-yl)aniline [N+](=O)([O-])C1=C(N)C=CC=C1N1CCN(CC1)CC(F)(F)F